C(C)(=O)N1CCC(CC1)NC1=NC(=CC(=C1)C(=O)NC[C@@H](O)[C@H]1N(CC2=CC(=CC=C2C1)OCOC)C(=O)OC(C)(C)C)N1CCCCC1 tert-butyl (3S)-3-[(1R)-2-[[2-[(1-acetyl-4-piperidyl)amino]-6-(1-piperidyl)pyridine-4-carbonyl]amino]-1-hydroxy-ethyl]-7-(methoxymethoxy)-3,4-dihydro-1H-isoquinoline-2-carboxylate